2-(azepan-1-yl)-4-((4-(3-(hydroxymethyl)piperidin-1-yl)phenyl)amino)pyrimido[4,5-d]pyridazin-5(6H)-one N1(CCCCCC1)C=1N=C(C2=C(C=NNC2=O)N1)NC1=CC=C(C=C1)N1CC(CCC1)CO